N-[(2S)-2-[2,5-dimethyl-4-(1-tetrahydropyran-2-yl-3-vinyl-pyrazolo[3,4-c]pyridin-5-yl)pyrazol-3-yl]oxypropyl]-N-ethyl-2,2,2-trifluoro-acetamide CN1N=C(C(=C1O[C@H](CN(C(C(F)(F)F)=O)CC)C)C=1C=C2C(=CN1)N(N=C2C=C)C2OCCCC2)C